(E)-4-((4-(2-(4-(1-(4-chlorophenyl)-2-phenylbut-1-en-1-yl)phenoxy)ethyl)piperazin-1-yl) methyl)piperidine-1-carboxylate ClC1=CC=C(C=C1)\C(=C(/CC)\C1=CC=CC=C1)\C1=CC=C(OCCN2CCN(CC2)CC2CCN(CC2)C(=O)[O-])C=C1